2-([1-(4-(1-[(2-aminophenyl)thio]-2-nitroethyl)phenyl)-2-nitroethyl]thio)anilin NC1=C(C=CC=C1)SC(C[N+](=O)[O-])C1=CC=C(C=C1)C(C[N+](=O)[O-])SC1=C(N)C=CC=C1